C(C1=CC=CC=C1)ON1[C@@H]2CC[C@H](N(C1=O)C2)C(NC(CN2C=NC=C2)=O)=N N-(((2S,5R)-6-(benzyloxy)-7-oxo-1,6-diazabicyclo[3.2.1]octan-2-yl)(imino)methyl)-2-(1H-imidazol-1-yl)acetamide